8-chloro-3-(4-(difluoromethoxy)phenyl)imidazo[1,2-a]pyrazine ClC=1C=2N(C=CN1)C(=CN2)C2=CC=C(C=C2)OC(F)F